SCCC(=O)OCCCCOC(CCS)=O 1,4-butanediol bis(3-mercaptopropionate)